ClC1=NN=C2N1C1=CC=CC=C1C(=N2)N(C)C2=CC(=CC=C2)C#CC2=CC=C(C=C2)Cl chloro-N-(3-((4-chlorophenyl)ethynyl)phenyl)-N-methyl-[1,2,4]triazolo[4,3-a]quinazolin-5-amine